[2-[3-bromo-7-(cyclopropyloxy)-1-naphthyl]-3-hydroxy-propyl]acetamide BrC=1C=C(C2=CC(=CC=C2C1)OC1CC1)C(CCC(=O)N)CO